8-cyclopropyl-1,3-bis[2-methyl-3-(2-methylpyrazol-3-yl)indazol-5-yl]quinolizin-2-one C1(CC1)C=1C=CN2C=C(C(C(=C2C1)C1=CC2=C(N(N=C2C=C1)C)C=1N(N=CC1)C)=O)C1=CC2=C(N(N=C2C=C1)C)C=1N(N=CC1)C